1,4,8,11-tetraazacyclotetradecane zinc (II) [Zn+2].N1CCNCCCNCCNCCC1